(racemic)-4-(3-chloro-4-(9-(3-chloro-2-methoxybenzyl)-6-(1-methylcyclopropoxy)-9H-purin-8-yl)phenoxy)-2-methylbutanoic acid ClC=1C=C(OCC[C@H](C(=O)O)C)C=CC1C=1N(C2=NC=NC(=C2N1)OC1(CC1)C)CC1=C(C(=CC=C1)Cl)OC |r|